C(#N)CC(=O)C1=CC=CC=C1 2-(cyano)acetophenone